acryloylamide mesylate S(C)(=O)(=O)[O-].C(C=C)(=O)[NH-]